1-[({1-[5-(difluoromethyl)(1,3,4-thiadiazol-2-yl)]-4-(4-(2-pyridyl)piperazinyl)-1H-indazol-6-yl}sulfonyl)amino]cyclopropanecarbonitrile FC(C1=NN=C(S1)N1N=CC2=C(C=C(C=C12)S(=O)(=O)NC1(CC1)C#N)N1CCN(CC1)C1=NC=CC=C1)F